C(C1=CC=CC=C1)(C1=CC=CC=C1)N1CCC(CC1)N1CC2=CC=C(C=C2CC1)N1CCOCC1 4-(2-(1-benzhydrylpiperidin-4-yl)-1,2,3,4-tetrahydroisoquinolin-6-yl)morpholine